FC1=CC=C(C=C1)[C@@H]1N(CCC2=CC=CC=C12)C(=O)C1CCC(CO1)NC(OC(C)(C)C)=O tert-butyl 6-((S)-1-(4-fluorophenyl)-1,2,3,4-tetrahydroisoquinoline-2-carbonyl)-tetrahydro-2H-pyran-3-ylcarbamate